ClC1=C(C(=C(C=C1)N1CCC2(CN(C2)C(=O)OC(C)(C)C)CC1)F)F tert-butyl 7-(4-chloro-2,3-difluorophenyl)-2,7-diazaspiro[3.5]nonane-2-carboxylate